ClC1=NC=CC(=C1)C#CC=1C=C(N(C1C)C=1C=NC(=CC1)C)C(=O)O 4-[2-(2-chloro-4-pyridinyl)ethynyl]-5-methyl-1-(6-methyl-3-pyridinyl)pyrrole-2-carboxylic acid